6-(5-((4-([1,1'-biphenyl]-3-yl)-5-chloropyrimidin-2-yl)amino)pyridin-3-yl)-2-methyl-2,6-diazaspiro[3.4]octan-7-one C1(=CC(=CC=C1)C1=NC(=NC=C1Cl)NC=1C=C(C=NC1)N1CC2(CN(C2)C)CC1=O)C1=CC=CC=C1